ethyl 2-(((methylsulfonyl) oxy) methyl)-1-((2-(trimethylsilyl) ethoxy) methyl)-1H-imidazole-4-carboxylate CS(=O)(=O)OCC=1N(C=C(N1)C(=O)OCC)COCC[Si](C)(C)C